ClC1=CC2=C([C@@]3(OCC2)C[C@H](NCC3)C=3N=NN(C3)C3=CC=CC=C3)S1 (2s,4s)-2'-chloro-2-(1-phenyl-1H-1,2,3-triazol-4-yl)-4',5'-dihydrospiro[piperidine-4,7'-thieno[2,3-c]pyran]